(1-tert-butoxycarbonyl-4-piperidyl)-iodo-zinc C(C)(C)(C)OC(=O)N1CCC(CC1)[Zn]I